FC1=CC=2N=C3C(=NC2C(=C1)[C@@H](C)N)OCC1=C3C=CC=N1 (R)-1-(10-fluoro-5H-pyrido[3',2':4,5]pyrano[2,3-b]quinoxalin-8-yl)ethan-1-amine